CC1(OB(OC1(C)C)C=1C=C2C=NN(C2=CC1C)C)C 4,4,5,5-tetramethyl-2-(1-methyl-6-methyl-1H-indazol-5-yl)-1,3,2-dioxaborolane